C1(NCC=2C=NC=CC21)=O 2,3-Dihydro-1H-pyrrolo[3,4-c]pyridin-1-one